5-cyano-2,3-dihydrothieno[2',3':4,5]benzo[1,2-b][1,4]dioxin-7-carboxylic acid ethyl ester C(C)OC(=O)C1=CC=2C(=C(C3=C(OCCO3)C2)C#N)S1